ClC=1C=C(C=CC1OC(F)(F)F)[C@@H](NC(=O)[C@H]1NC(NC1)=O)C=1N=C(OC1)C(F)(F)F |o1:12| (S)-N-((R or S)-(3-chloro-4-(trifluoro-methoxy)phenyl)(2-(trifluoromethyl)oxazol-4-yl)methyl)-2-oxoimidazolidine-4-carboxamide